(R)-4-((2R,3R)-3-((R)-1-(tert-butoxycarbonylamino)ethyl)-4-oxoazetidin-2-yl)-3-oxopentanoic acid 4-nitrobenzyl ester [N+](=O)([O-])C1=CC=C(COC(CC([C@H](C)[C@H]2NC([C@@H]2[C@@H](C)NC(=O)OC(C)(C)C)=O)=O)=O)C=C1